C(#N)C=1C(=C(C(=O)NC2=CC=C3C=NN(C3=C2)C=2C=NN(C2)C)C(=CC1)F)CC 3-Cyano-2-ethyl-6-fluoro-N-(1-(1-methyl-1H-pyrazol-4-yl)-1H-indazol-6-yl)benzamide